Cl.NC=1C(=NC(=CN1)C=1C=NN(C1)C1CCN(CC1)CCCN1CCNCC1)C(=O)OC(C(=O)NC1=CC=C(C=C1)F)C1=C(C=CC=C1)Cl 2-(R)-1-(2-chlorophenyl)-2-((4-fluorophenyl)amino)-2-oxoethyl 3-amino-6-(1-(1-(3-(piperazin-1-yl)propyl)piperidin-4-yl)-1H-pyrazol-4-yl)pyrazine-2-carboxylate hydrochloride